(2S)-N-[(1R)-1-cyano-2-[5-(3-methyl-2-oxo-1,3-benzoxazol-5-yl)thieno[3,2-b]thiophen-2-yl]ethyl]-1,4-oxazocane-2-carboxamide C(#N)[C@@H](CC1=CC2=C(S1)C=C(S2)C=2C=CC1=C(N(C(O1)=O)C)C2)NC(=O)[C@H]2OCCCCNC2